COC(CN1CCC(CC1)N)(C)C 1-(2-methoxy-2-methylpropyl)piperidin-4-amine